FC=1C=C(C(=C(C#N)C1)O)C=1C=C2C(=C(C=NC2=CC1)C1=CC(=CC(=C1)C)F)N1CC(C1)CNCCCF 5-fluoro-3-[3-(3-fluoro-5-methylphenyl)-4-(3-{[(3-fluoropropyl)amino]methyl}azetidin-1-yl)quinolin-6-yl]-2-hydroxybenzonitrile